6-bromo-N'-(2-cyclopropyl-4-hydroxy-phenyl)-4-[[(3S)-tetrahydrofuran-3-yl]amino]pyrrolo[1,2-b]pyridazine-3-carboxamidine BrC=1C=C2N(N=CC(=C2N[C@@H]2COCC2)C(=NC2=C(C=C(C=C2)O)C2CC2)N)C1